6-(2,4-dimethylpyrazol-3-yl)-N-[[6-(tetrahydropyran-4-ylmethyl)-6-azaspiro[2.5]octan-2-yl]methyl]pyridazin-3-amine CN1N=CC(=C1C1=CC=C(N=N1)NCC1CC12CCN(CC2)CC2CCOCC2)C